r-Laminin N[C@H](CCCC[N+](C)(C)C)C(=O)O